(2S)-2-[4-bromo-2-(1,2,3-thiadiazol-4-yl)phenoxy]-3-cyclopropylpropionic acid BrC1=CC(=C(O[C@H](C(=O)O)CC2CC2)C=C1)C=1N=NSC1